2-amino-1-(2-(2-((tert-butyldimethylsilyl)oxy)benzyl)phenyl)ethanol NCC(O)C1=C(C=CC=C1)CC1=C(C=CC=C1)O[Si](C)(C)C(C)(C)C